C1(CC1)C1=C(C(=NO1)C1=C(C=CC=C1Cl)Cl)C1=CC2(C1)CCN(CC2)C2=NC=C(C(=O)O)C=C2F 6-(2-(5-cyclopropyl-3-(2,6-dichlorophenyl)isoxazol-4-yl)-7-azaspiro[3.5]non-1-en-7-yl)-5-fluoronicotinic acid